NC1CCC(CC1)(C(F)(F)F)OCCO 2-[[(1r,4r)-4-amino-1-(trifluoromethyl)cyclohexyl]oxy]ethanol